OC1=C(C(=O)NN)C=CC(=C1)O 2,4-dihydroxybenzohydrazide